CO[Si](OC)(OC)N(C1=CC=CC=C1)CCC trimethoxysilyl-γ-propylphenylamine